C(C1=CC=CC=C1)C=C(C(=O)O)C.C(C(=C)C)(=O)OCC1=CC=CC=C1 benzyl methacrylate (Benzyl methacrylate)